(E)-4-oxo-4-phenylbut-2-en-2-yl (((9H-fluoren-9-yl)methoxy)carbonyl)-L-tryptophanate C1=CC=CC=2C3=CC=CC=C3C(C12)COC(=O)N[C@@H](CC1=CNC2=CC=CC=C12)C(=O)O\C(\C)=C\C(C1=CC=CC=C1)=O